ClC1=CC(=C(C=C1)C1(OC2=C(O1)C=CC=C2C2CCN(CC2)CC2=NC1=C(N2C[C@@H]2OCCC2)C=C(C=C1)C(=O)O)C)F 2-({4-[2-(4-chloro-2-fluorophenyl)-2-methyl-1,3-benzodioxol-4-yl]piperidin-1-yl}methyl)-1-[(2R)-tetrahydrofuran-2-ylmethyl]-1H-benzimidazole-6-carboxylic acid